3-((6-fluoro-5-(1-(3-fluoropropyl)-1H-benzo[d][1,2,3]triazol-6-yl)-4-methoxypyrrolo[2,1-f][1,2,4]triazin-2-yl)amino)-2,2-dimethylpropanenitrile FC=1C(=C2C(=NC(=NN2C1)NCC(C#N)(C)C)OC)C=1C=CC2=C(N(N=N2)CCCF)C1